C1(=CC=CC=C1)C1=C(C=CC=C1)C1=C(C(=CC=C1)C1=CC=CC=C1)N phenyl-[1,1':3',1''-terphenyl]-2'-amine